2-(2-fluorophenyl)-6-methyl-N-phenyl-7-tosyl-7H-pyrrolo[2,3-d]Pyrimidin-4-amine FC1=C(C=CC=C1)C=1N=C(C2=C(N1)N(C(=C2)C)S(=O)(=O)C2=CC=C(C)C=C2)NC2=CC=CC=C2